N1=CC(=C2N1C=CC=N2)C2=CC1=C(C=N2)C(=NN1)C(=O)O 6-(pyrazolo[1,5-a]pyrimidin-3-yl)-1H-pyrazolo[4,3-c]pyridine-3-carboxylic acid